(3-aminopropyl)-4,6-bis(4-fluorophenyl)-5-(4-pyridyl)pyrazolo[3,4-b]pyridine NCCCC1=NNC2=NC(=C(C(=C21)C2=CC=C(C=C2)F)C2=CC=NC=C2)C2=CC=C(C=C2)F